3-(4-chlorophenyl)isonicotinic acid ClC1=CC=C(C=C1)C1=C(C(=O)O)C=CN=C1